CC(C(=O)[O-])(CO)C 2-methyl-3-hydroxyisobutyrate